FC1=C(C=CC(=C1)I)NC=1C(=NN(C(C1)=O)C)C(=O)N1CC(C1)(O)[C@H](C)NC(OC(C)(C)C)=O 1,1-dimethylethyl {(1S)-1-[1-({4-[(2-fluoro-4-iodophenyl)amino]-1-methyl-6-oxo-1,6-dihydropyridazin-3-yl}carbonyl)-3-hydroxyazetidin-3-yl]ethyl}carbamate